O1C(=CC2=C1C=CC=C2)C2=CC=C(C=C2)N(C2=CC=C(C=C2)C2=CC1=C(N=C(O1)C1=CC=CC=C1)C=C2)C2=CC=C(C=C2)C2=CC1=C(N=C(O1)C1=CC=CC=C1)C=C2 N-(4-benzofuran-2-yl-phenyl)-N,N-bis{4-(2-phenyl-benzooxazole-6-yl)-phenyl}-amine